ClC1=C(C=CC=C1)CC(=O)NC1=CC(=C(C=C1)COC1CNCCC1)S(N)(=O)=O 2-(2-chlorophenyl)-N-(4-((piperidin-3-yloxy)methyl)-3-sulfamylphenyl)acetamide